ClC1=CC=C(C(=N1)C(=O)O)NC(C)C1=C2CN(C(C2=CC(=C1)C)=O)C1COC2=CC=CC=C2C1 6-chloro-3-((1-(2-(chroman-3-yl)-6-methyl-1-oxoisoindolin-4-yl)ethyl)amino)picolinic acid